C(C)(C)(C)OC(=O)N1CC(C1)NC1=NC=NC2=C1SC=1N=NC(=C(C12)C)C 3-[(3,4-dimethylpyrimido[4',5':4,5]thieno[2,3-c]pyridazin-8-yl)amino]azetidine-1-carboxylic acid tert-butyl ester